C(CC(C)C)N(S(=O)=O)C=CC1=CC=C(C=C1)OC N-isopentyl-N-(4-methoxyphenyl)vinylsulfonamide